sodium para-aminohippurate NC1=CC=C(C(NCC(=O)[O-])=O)C=C1.[Na+]